5-(7-bromo-3,3-dimethyl-2-oxoindolin-5-yl)-3,6-dihydro-2H-1,3,4-thiadiazin-2-one BrC=1C=C(C=C2C(C(NC12)=O)(C)C)C1=NNC(SC1)=O